O=C1NC(CCC1N1C(C2=CC(=C(C=C2C1=O)N1CCCCC1)F)=O)=O 1-(2-(2,6-dioxopiperidin-3-yl)-6-fluoro-1,3-dioxoisoindolin-5-yl)piperidine